1-[2-[1-(2-Amino-5-chloro-4-pyrimidinyl)-2,3-dihydro-1H-indol-6-yl]ethynyl]cyclopentanol NC1=NC=C(C(=N1)N1CCC2=CC=C(C=C12)C#CC1(CCCC1)O)Cl